3-(azidomethyl)-5-(4,4-difluoropiperidin-3-yl)pyridin-2(1H)-one hydrochloride Cl.N(=[N+]=[N-])CC=1C(NC=C(C1)C1CNCCC1(F)F)=O